ClC1=NC(=CC2=C1N(C=N2)C(C)C)C2=CC=C1C(=C2)N(C(C12CCN(CC2)C(=O)C2(COC2)C)=O)C2CC(C2)N2CCCCC2 6-(4-chloro-3-isopropyl-3H-imidazo[4,5-c]pyridin-6-yl)-1'-(3-methyloxetane-3-carbonyl)-1-((1s,3s)-3-(piperidin-1-yl)cyclobutyl)spiro[indolin-3,4'-piperidin]-2-one